5'-(4-amino-2,6-dichloro-phenoxy)spiro[cyclopropane-1,3'-indoline] NC1=CC(=C(OC=2C=C3C4(CNC3=CC2)CC4)C(=C1)Cl)Cl